3a,5-Dimethyl-2,3,3a,4-tetrahydro-1H-cyclopenta[b]quinoline CC12NC=3C(=CC=CC3C=C1CCC2)C